5-{3-[(1,1'-biphenyl)-2-ylamino]-2-hydroxypropyl}-1,3-oxazol-2(3H)-one C1(=C(C=CC=C1)NCC(CC1=CNC(O1)=O)O)C1=CC=CC=C1